N,2,2-trimethyl-N-(pyridin-3-ylmethyl)butanamide CN(C(C(CC)(C)C)=O)CC=1C=NC=CC1